2-methyl-3-(1-(pyridin-2-yl)ethyl)naphthalene-1,4-dione CC=1C(C2=CC=CC=C2C(C1C(C)C1=NC=CC=C1)=O)=O